N-(4-((6-(ethylsulfonyl)pyridin-2-yl)amino)-5-(1-methyl-1H-pyrazol-3-yl)pyridin-2-yl)acetamide C(C)S(=O)(=O)C1=CC=CC(=N1)NC1=CC(=NC=C1C1=NN(C=C1)C)NC(C)=O